6-[(6-chloro-2-methylindol-5-yl)imino]-3-[(1-methyl-1,2,4-triazol-3-yl)methyl]-1-[(2,4,5-trifluorophenyl)methyl]-1,3,5-triazine-2,4-dione ClC1=C(C=C2C=C(NC2=C1)C)N=C1NC(N(C(N1CC1=C(C=C(C(=C1)F)F)F)=O)CC1=NN(C=N1)C)=O